tris(pyridin-4-yl)amine N1=CC=C(C=C1)N(C1=CC=NC=C1)C1=CC=NC=C1